tin n-butyl-ammonium bromide [Br-].C(CCC)[NH3+].[Sn]